BrC=1C=C2CCC3(NC2=NC1C([2H])([2H])[2H])CN(CC3)C(=O)OC(C)(C)C tert-butyl 6'-bromo-7'-(methyl-d3)-3',4'-dihydro-1'H-spiro[pyrrolidine-3,2'-[1,8]naphthyridine]-1-carboxylate